C(C1=CC=C(C=C1)SSC1=CC=C(C(=O)Cl)C=C1)(=O)Cl 4,4'-dithiodibenzoyl chloride